NC=1C(=NN(C1N)C)C(C)(C)C 4,5-diamino-3-tert-butyl-1-methyl-pyrazole